carbamoyl-1,2-dimyristoyloxypropylamine C(N)(=O)NC(C(C)OC(CCCCCCCCCCCCC)=O)OC(CCCCCCCCCCCCC)=O